Methyl-(2-amino-2-methylpropyl) (1-(3-bromophenyl)cyclopropyl)-Carbamat BrC=1C=C(C=CC1)C1(CC1)NC(OC(C(C)(C)N)C)=O